ClC=1C=C2C=CC(=CC2=CC1)OC[C@@H](CN1CCN(CC1)C1=C(C=CC(=C1)Cl)Cl)O (R)-1-((6-chloronaphthalen-2-yl)oxy)-3-(4-(2,5-dichlorophenyl)piperazin-1-yl)propan-2-ol